acrylic ethyl ester C(C)OC(C=C)=O